ethyl (S)-3-(3-(4-hydroxy-1,5-dimethyl-2-oxo-1,2-dihydropyridin-3-yl)ureido)-3-(3'-methoxy-2'-methylbiphenyl-3-yl)propanoate OC1=C(C(N(C=C1C)C)=O)NC(N[C@@H](CC(=O)OCC)C=1C=C(C=CC1)C1=C(C(=CC=C1)OC)C)=O